4-amino-N-(1-methyl-1H-pyrazol-4-yl)-N-((5-(trifluoromethyl)-2-pyridinyl)methyl)-1,3-dihydrofuro[3,4-c][1,7]naphthyridine-8-carboxamide NC1=NC=2C=NC(=CC2C2=C1COC2)C(=O)N(CC2=NC=C(C=C2)C(F)(F)F)C=2C=NN(C2)C